ClC=1SC(=CN1)[C@H]1CSC=2N1C(C(=C[N+]2CC)C2=CC=CC=C2)=O (3R)-3-(2-chlorothiazol-5-yl)-8-ethyl-5-oxo-6-phenyl-2,3-dihydrothiazolo[3,2-a]pyrimidin-8-ium